3-bromo-N-ethyl-N-(4-fluoro-3-methoxy-phenyl)-8-methyl-imidazo[1,2-a]pyrazine-6-carboxamide BrC1=CN=C2N1C=C(N=C2C)C(=O)N(C2=CC(=C(C=C2)F)OC)CC